C(C1=CC=CC=C1)OC1=C(N(C=CC1=O)C[C@@H](O)C1=CC(=CC=C1)F)C (S)-3-(benzyloxy)-1-(2-(3-fluorophenyl)-2-hydroxyethyl)-2-methylpyridin-4(1H)-one